(S)-4-(2-chloro-6-(((S)-1-(methoxycarbonyl)-1,2,3,4-tetrahydronaphthalen-1-yl)methyl)-5-nitropyrimidin-4-yl)-2-(cyanomethyl)piperazine-1-carboxylic acid tert-butyl ester C(C)(C)(C)OC(=O)N1[C@H](CN(CC1)C1=NC(=NC(=C1[N+](=O)[O-])C[C@]1(CCCC2=CC=CC=C12)C(=O)OC)Cl)CC#N